Br\C(=C/C=O)\C1=CC(=C(C=C1)OC)OC (Z)-3-bromo-3-(3,4-dimethoxyphenyl)acrolein